COC1=NN(C=C1C(=O)NC1=CC=CC(=N1)C1=NN=CN1[C@H]1CN(CCC1)C(=O)OC(C)(C)C)C tert-Butyl (R)-3-(3-(6-(3-methoxy-1-methyl-1H-pyrazole-4-carboxamido)pyridin-2-yl)-4H-1,2,4-triazol-4-yl)piperidine-1-carboxylate